(Oxazol-2-yl)-N-(pyrrolidin-2-ylmethyl)pyrazine-2-carboxamide O1C(=NC=C1)C=1C(=NC=CN1)C(=O)NCC1NCCC1